ClC1=C(C=C(/C=N/O)C=C1)F (E)-4-chloro-3-fluorobenzaldehyde oxime